6-(1,3-benzothiazol-6-yl)-N-[(1S)-1-{3-[2-(ethylamino)pyrimidin-5-yl]phenyl}ethyl]-2-methylpyrimidin S1C=NC2=C1C=C(C=C2)C2=CC=NC(N2[C@@H](C)C2=CC(=CC=C2)C=2C=NC(=NC2)NCC)C